CC1CNCC(C1)C=1C=NNC1 3-methyl-5-(1H-pyrazol-4-yl)piperidine